5-[(4-nitrophenyl)sulfonylamino]azelaic acid [N+](=O)([O-])C1=CC=C(C=C1)S(=O)(=O)NC(CCCC(=O)O)CCCC(=O)O